FC(CC=1C=C(C=NC1)C=1[N+](=NC=CN1)[O-])(F)F 3-(5-(2,2,2-trifluoroethyl)pyridin-3-yl)-1,2,4-triazine 2-oxide